FC(C(=O)O)(F)F.ClC1=C(C=CC=C1[C@]1(NC(N(C(C1)=O)[C@H]1C[C@H](OCC1)C)=N)C)NC(=O)C1=CC=CC=2OCOC21 |o1:21,23| N-(2-Chloro-3-{(4S)-2-imino-4-methyl-1-[(2R*,4R*)-2-methyl-tetrahydropyran-4-yl]-6-oxo-hexahydropyrimidin-4-yl}phenyl)-1,3-benzodioxole-4-carboxamide trifluoroacetic acid salt